NC(CC(=O)N[C@H](C)[C@@H]1[C@H]2[C@H](C(=C(N2C1=O)C(=O)O)S[C@@H]1CN[C@@H](C1)C(=O)N1C[C@@H](CC1)N)C)=O (4R,5S,6R)-6-((R)-1-(3-amino-3-oxopropanamido)ethyl)-3-((3S,5S)-5-((R)-3-aminopyrrolidine-1-carbonyl)pyrrolidin-3-ylthio)-4-methyl-7-oxo-1-azabicyclo[3.2.0]hept-2-ene-2-carboxylic acid